ClC1=CC(=C(CC2=CC(=CC3=C2N=C2N3CCN(C2)C(=O)OC(C)(C)C)C)C=C1)F tert-butyl 9-(4-chloro-2-fluorobenzyl)-7-methyl-3,4-dihydrobenzo[4,5]imidazo[1,2-a]pyrazine-2(1H)-carboxylate